(R)-1-BOC-3-HYDROXYPIPERIDINE C(=O)(OC(C)(C)C)N1C[C@@H](CCC1)O